BrC1=CC=C2C(C(NCC2=C1)=O)(F)F 7-bromo-4,4-difluoro-1,2-dihydroisoquinolin-3(4H)-one